tert-butyl (S)-(1-(5-(3-fluoro-4-(1-methylpiperidin-4-yl)phenyl)-3-methylthiophene-2-carbonyl)pyrrolidin-3-yl)carbamate FC=1C=C(C=CC1C1CCN(CC1)C)C1=CC(=C(S1)C(=O)N1C[C@H](CC1)NC(OC(C)(C)C)=O)C